N-(3-cyclobutylpyrazolo[1,5-a]pyridin-2-yl)-4,4,4-trifluoro-3-(trifluoromethyl)butanamide C1(CCC1)C=1C(=NN2C1C=CC=C2)NC(CC(C(F)(F)F)C(F)(F)F)=O